CC(CC1=NC(=C2C=NC(=NN21)NC2C(COCC2)O)C(F)(F)F)C 4-{[7-(2-methylpropyl)-5-(trifluoromethyl)imidazo[4,3-f][1,2,4]triazin-2-yl]amino}oxan-3-ol